4-(2-aminoethyl)benzoic acid methyl ester COC(C1=CC=C(C=C1)CCN)=O